N-(2-Chloro-3'-(4-methoxy-5-(((2-methoxypyridin-4-yl)amino)methyl)picolinamido)-2'-methyl-[1,1-biphenyl]-3-yl)-1-methyl-4,5,6,7-tetrahydro-1H-imidazo[4,5-c]pyridine-2-carboxamide ClC1=C(C=CC=C1NC(=O)C=1N(C2=C(CNCC2)N1)C)C1=C(C(=CC=C1)NC(C1=NC=C(C(=C1)OC)CNC1=CC(=NC=C1)OC)=O)C